COC=1C(=NC=CC1C#N)O[C@H]1CN([C@@H](CC1)C)C(=O)C1=C(C=C(C=C1)C)N1N=CC=N1 3-methoxy-2-{[(3R,6R)-6-methyl-1-{[4-methyl-2-(2H-1,2,3-triazol-2-yl)phenyl]carbonyl}piperidin-3-yl]oxy}pyridine-4-carbonitrile